N-(amino(2-(2-hydroxypropan-2-yl)thiazol-5-yl)(oxo)-λ6-sulfaneylidene)-2-(4,6-diisopropyl-1,3-dihydroisobenzofuran-5-yl)acetamide NS(=NC(CC=1C(=C2COCC2=CC1C(C)C)C(C)C)=O)(=O)C1=CN=C(S1)C(C)(C)O